(4-ethynyl-2-hydroxycyclopentyl)pyrrolidine C(#C)C1CC(C(C1)N1CCCC1)O